NC1=C(C(=NN1C(C)C)C(C1=CN=CC(=C1)NC(CC1=CC=C(C=C1)Cl)=O)=O)C(=O)N 5-Amino-3-(5-(2-(4-chlorophenyl)acetamido)nicotinoyl)-1-isopropyl-1H-pyrazole-4-carboxamide